1-(3-aminopropyl)-2-pyrrolidone NCCCN1C(CCC1)=O